ethylene-propylene phthalate C1(C=2C(C(=O)OC(CCCO1)C)=CC=CC2)=O